dimethylsilylene(cyclopentadienyl)(fluoren-9-yl)hafnium C[Si](=[Hf](C1C2=CC=CC=C2C=2C=CC=CC12)C1C=CC=C1)C